1-(1-benzothiophene-2-yl)-2-bromo-1-ethanone S1C(=CC2=C1C=CC=C2)C(CBr)=O